1-((1S,4R)-2-Azabicyclo[2.2.1]Hept-5-En-2-Yl)-2-(6-Fluoro-1H-Indol-3-Yl)Ethan-1-One [C@@H]12N(C[C@@H](C=C1)C2)C(CC2=CNC1=CC(=CC=C21)F)=O